ClC1=CC=C2C(=C1)CN(C(C21CCN(CC1)C1CCC(CC1)C(C)C)=O)CC=1NCCN1 7-chloro-2-((4,5-dihydro-1H-imidazol-2-yl)methyl)-1'-((1s,4s)-4-isopropyl-cyclohexyl)-1,2-dihydro-3H-spiro[isoquinoline-4,4'-piperidin]-3-one